ClC1=CC=C(C=C1)CN1NNC(C1)CN1C(NC2=C(C=CC=C2C1=O)O)=O 3-({1-[(4-chlorophenyl)methyl]-1,2,3-triazacyclopent-4-yl}methyl)-8-hydroxy-1,2,3,4-tetrahydroquinazoline-2,4-dione